C[C@H]1OCCC2=CC=CC(=C12)CC(=O)OC methyl (R)-2-(1-methylisochroman-8-yl)acetate